C(C1=CC=CC=C1)OC(=O)C1(CC1)C(C)=O Acetylcyclopropanecarboxylic acid benzyl ester